C(CCCCCC(=O)[O-])(=O)OCC(COC(CCC(OCCCC\C=C/CC)OCCCC\C=C/CC)=O)COC(CCC(CCCC)OC(NCCN1CCCC1)=O)=O 1-(3-((4,4-bis(((Z)-oct-5-en-1-yl) oxy) butanoyl) oxy)-2-(((4-(((2-(pyrrolidin-1-yl) ethyl) carbamoyl) oxy) octanoyl) oxy) methyl) propyl) heptanedioate